heptadecan-9-yl 6-((2-hydroxyethyl)amino)hexanoate OCCNCCCCCC(=O)OC(CCCCCCCC)CCCCCCCC